N-(6-chloro-4-methoxypyridin-3-yl)-3-(5-fluoro-2-isopropylphenyl)azetidine-3-carboxamide ClC1=CC(=C(C=N1)NC(=O)C1(CNC1)C1=C(C=CC(=C1)F)C(C)C)OC